CC(C(C)O)(C)OOC(C)(C)CC 3-methyl-3-(t-amyl-peroxy)-2-butanol